(S)-1-amino-2-(1-(tert-butoxycarbonyl)piperidin-2-yl)-4-(4-((4-phenylpyridin-2-yl)carbamoyl)phenyl)-1H-imidazole-5-carboxylic acid NN1C(=NC(=C1C(=O)O)C1=CC=C(C=C1)C(NC1=NC=CC(=C1)C1=CC=CC=C1)=O)[C@H]1N(CCCC1)C(=O)OC(C)(C)C